Ethyl 3-(3-((2-((2-(4-(trifluoromethoxy)phenyl)-1H-benzo[d]imidazol-1-yl)methyl)benzyl)oxy)phenyl)propanoate FC(OC1=CC=C(C=C1)C1=NC2=C(N1CC1=C(COC=3C=C(C=CC3)CCC(=O)OCC)C=CC=C1)C=CC=C2)(F)F